(S)-7-Fluoro-1-methyl-1,2,3,4-tetrahydroisoquinoline hydrochloride Cl.FC1=CC=C2CCN[C@H](C2=C1)C